C1(OC2=CC=C(C=C2)C(C2=CC=C(C=C2)O1)(C)C)=O (dimethylmethylene)bis(4,1-phenylene) carbonate